4-amino-N-[(1S)-1-(4-bromophenyl)-2,2,2-trifluoroethyl]cyclohexane-1-carboxamide NC1CCC(CC1)C(=O)N[C@H](C(F)(F)F)C1=CC=C(C=C1)Br